CN(S(=O)(=O)C1=CC2=C(OC(O2)(F)F)C=C1)[C@@H](C(F)(F)F)C1=CC=C(C=C1)F (R)-N-methyl-2,2-difluoro-N-(2,2,2-trifluoro-1-(4-fluorophenyl)ethyl)benzo[d][1,3]dioxole-5-sulfonamide